(2R)-2-(5-Chloro-2-methoxypyridin-4-yl)-1-[(3S)-3-{[6-methyl-5-(pyrimidin-2-yl)pyridin-2-yl]amino}pyrrolidin-1-yl]propan-1-on ClC=1C(=CC(=NC1)OC)[C@H](C(=O)N1C[C@H](CC1)NC1=NC(=C(C=C1)C1=NC=CC=N1)C)C